iso-propyl iso-stearate C(CCCCCCCCCCCCCCC(C)C)(=O)OC(C)C